C(C)(=O)O[C@@H]1C[C@H](O[C@H]1N1C2=NC(=NC=C2N(C1=O)CC1=CC=C(C=C1)OC)N)COC(C)=O ((2S,4R,5R)-4-acetoxy-5-(2-amino-7-(4-methoxybenzyl)-8-oxo-7,8-dihydro-9H-purin-9-yl)tetrahydrofuran-2-yl)methylacetat